N1C=NC=C1CN1CCCCC1 1-((1H-imidazol-5-yl)methyl)piperidin